OC(C)(C)C1=CC(=NC=N1)C(=O)N1CCN(CC1)C(\C=C\C1=CC=C(C=C1)OC(F)(F)F)=O (E)-1-(4-(6-(2-hydroxypropan-2-yl)pyrimidine-4-carbonyl)piperazin-1-yl)-3-(4-(trifluoromethoxy)phenyl)prop-2-en-1-one